N-(pyrrolidin-3-yl)thiazolo[4,5-b]pyridin-5-amine N1CC(CC1)NC1=CC=C2C(=N1)N=CS2